8-(tert-butyl) 4-methyl 2-benzyl-2,8-diazaspiro[4.5]decane-4,8-dicarboxylate C(C1=CC=CC=C1)N1CC2(C(C1)C(=O)OC)CCN(CC2)C(=O)OC(C)(C)C